FC1CN(C1)C1CCC(CC1)C1=NNC2=CC(=C(C=C12)C(C)C)C=1C=C(C=2N(C1)N=CN2)C 6-(3-(4-(3-fluoroazetidin-1-yl)cyclohexyl)-5-isopropyl-1H-indazol-6-yl)-8-methyl-[1,2,4]triazolo[1,5-a]pyridine